NC1=NN(C=C1C=1C=C2CCNC(C2=CC1)=O)C=1C=C(C=C(C1)C=1CCN(CC1)C)NC(C=C)=O N-(3-(3-amino-4-(1-oxo-1,2,3,4-tetrahydroisoquinolin-6-yl)-1H-pyrazol-1-yl)-5-(1-methyl-1,2,3,6-tetrahydropyridin-4-yl)phenyl)acrylamide